P(OCC)(OC1=CC=C(C=C1)SC)(=S)SCCC Phosphorodithioic acid, O-ethyl O-(4-(methylthio)phenyl) S-propyl ester